5-chloro-2-(4,4-difluoro-3-methylpiperidin-1-yl)-N-(4-fluoro-3-(N'-hydroxyamidino)phenyl)-6-(trifluoromethyl)nicotinamide ClC=1C(=NC(=C(C(=O)NC2=CC(=C(C=C2)F)C(N)=NO)C1)N1CC(C(CC1)(F)F)C)C(F)(F)F